COC(C1=CC(=CC=C1)C1=CN(C2=NC=C(C=C21)C2=C(N=NN2C)C)[C@@H](C)C2=NC=CC=C2)=O.OCCCOC2=CC=C(C=C2)N=NC2=CC=CC=C2 4-(3-hydroxy-propyloxy)azobenzene methyl-(S)-3-(5-(1,4-dimethyl-1H-1,2,3-triazol-5-yl)-1-(1-(pyridin-2-yl)ethyl)-1H-pyrrolo[2,3-b]pyridin-3-yl)benzoate